4-((8-methyl-2,3-dihydro-1H-pyrido[2,3-b][1,4]oxazin-7-yl)amino)-N-(4-methyl-3-oxo-3,4-dihydro-2H-benzo[b][1,4]oxazin-6-yl)-2-oxo-1,2-dihydropyridine-3-carboxamide CC1=C(C=NC=2OCCNC21)NC2=C(C(NC=C2)=O)C(=O)NC2=CC1=C(OCC(N1C)=O)C=C2